ClC1=CC=C(C=C1)S(=O)(=O)CC=1SC=CN1 2-[(4-Chlorophenylsulfonyl)methyl]thiazol